BrCCCCCCCC(=O)OCCC(OCCCC)OCCCC 3,3-dibutoxypropyl 8-bromooctanoate